(4R)-4-amino-2-methyl-5-phenylpentanoic acid, trifluoroacetic acid salt FC(C(=O)O)(F)F.N[C@H](CC(C(=O)O)C)CC1=CC=CC=C1